1-methylethyl isostearate C(CCCCCCCCCCCCCCC(C)C)(=O)OC(C)C